C(CCCCCCCCCCCCCCCCC)(=O)O[C@@H]1[C@H](O[C@H](C1(F)F)N1C(N=C(C=C1)N)=O)CO[Si](C)(C)C(C)(C)C (2R,3R,5R)-5-(4-amino-2-oxopyrimidin-1(2H)-yl)-2-(((tert-butyldimethylsilyl)oxy)methyl)-4,4-difluorotetrahydrofuran-3-yl stearate